N-methyl-1-PHENYLMETHANAMINE-d CN([2H])CC1=CC=CC=C1